NCCNCCCC(C)O[Si](OCC)(OCC)C N-(beta-aminoethyl)-gamma-aminopropyl-methyl-triethoxysilane